(1R,5S,6r)-N-(3-(2-(2-hydroxyethoxy)-6-morpholinopyridin-4-yl)-4-methylphenyl)-6-(trifluoromethyl)-3-azabicyclo[3.1.0]hexane-3-carboxamide OCCOC1=NC(=CC(=C1)C=1C=C(C=CC1C)NC(=O)N1C[C@H]2C([C@H]2C1)C(F)(F)F)N1CCOCC1